NC\C=C(\CN1N=NC2=C1C=C(C=C2C2=CC(=CC=C2)S(=O)(=O)N2CCCCC2)C(=O)OC)/F Methyl (Z)-1-(4-amino-2-fluorobut-2-en-1-yl)-4-(3-(piperidin-1-ylsulfonyl)phenyl)-1H-benzo[d][1,2,3]triazole-6-carboxylate